5-((2,5-difluorobenzyl)oxy)-3-(1-methyl-1H-pyrazol-4-yl)pyrazolo[1,5-a]pyrimidine FC1=C(COC2=NC=3N(C=C2)N=CC3C=3C=NN(C3)C)C=C(C=C1)F